tert-Butyl 5-((diphenylmethylene)amino)-3-(fluoromethyl)-3-methylpiperidine-1-carboxylate C1(=CC=CC=C1)C(C1=CC=CC=C1)=NC1CC(CN(C1)C(=O)OC(C)(C)C)(C)CF